BrCC=1C(=NN(C1Cl)C1=C(C=C(C=C1)F)F)C(F)F 4-(bromomethyl)-5-chloro-3-(difluoromethyl)-1-(2,4-difluorophenyl)-1H-pyrazole